18-chloro-4-ethyl-5-[2-(propan-2-yl)phenyl]-2-oxa-9λ6-thia-6,8,15,23-tetraazatetracyclo[15.3.1.13,7.110,14]tricosa-1(20),3(23),4,6,10(22),11,13,17(21),18-nonaene-9,9,16-trione ClC=1C=2C(NC3=CC=CC(S(NC4=NC(=C(C(OC(=CC1)C2)=N4)CC)C4=C(C=CC=C4)C(C)C)(=O)=O)=C3)=O